1-heneicosanoyl-2-octadecanoyl-sn-glycero-3-phosphocholine C(CCCCCCCCCCCCCCCCCCCC)(=O)OC[C@@H](OC(CCCCCCCCCCCCCCCCC)=O)COP(=O)([O-])OCC[N+](C)(C)C